((2R,4R)-4-((tert-Butyldiphenylsilyl)oxy)-2-(hydroxymethyl)pyrrolidin-1-yl)methyl-3-isopropoxy-5-methylphenol [Si](C1=CC=CC=C1)(C1=CC=CC=C1)(C(C)(C)C)O[C@@H]1C[C@@H](N(C1)CC1=C(C=C(C=C1OC(C)C)C)O)CO